C(C)C1=C(C(C=2N=C(N=NC2N1)SC)=O)N1[C@H](CN(CC1)C(=O)OC(C)(C)C)C tert-butyl (S)-4-(7-ethyl-3-(methylthio)-5-oxo-5,8-dihydropyrido[3,2-e][1,2,4]triazin-6-yl)-3-methylpiperazine-1-carboxylate